C(C)C1=C(C(=CC(=C1NC(C)=O)CC)C)NC(C)=O N,N'-(2,4-diethyl-6-methyl-1,3-phenylene)diacetamide